CC(CCCCCCCCC)OCCO 2-[(1-methyldecyl)oxy]ethanol